FC(OC1=CC=C(C=C1)C=1C=2N(C=C(C1)CN)C=CN2)(F)F [8-[4-(trifluoromethoxy)phenyl]imidazo[1,2-a]pyridin-6-yl]methanamine